N-(5-(3-chlorobenzyl)thiazol-2-yl)-1-isopropyl-6-oxo-1,4,5,6-tetrahydropyridazine-3-carboxamide ClC=1C=C(CC2=CN=C(S2)NC(=O)C2=NN(C(CC2)=O)C(C)C)C=CC1